tert-butyl ((1R,2R)-2-methoxycyclopropyl)(methyl)carbamate CO[C@H]1[C@@H](C1)N(C(OC(C)(C)C)=O)C